[F-].C(C=C)[N+](CC)(CC)CC=C diallyl-diethyl-ammonium fluoride